COC=1C=C(C=C(C1)OC)NCC(CC=1NC(NC1)=S)O 4-[3-(3,5-Dimethoxyphenylamino)-2-hydroxypropyl]-1,3-dihydroimidazole-2-thione